Tert-butyl 5-(1-(tert-butoxycarbonyl)-3-hydroxypiperidin-4-yl)-2-(2,6-dimethylpyridin-4-yl)-3-isopropyl-1H-indole-1-carboxylate C(C)(C)(C)OC(=O)N1CC(C(CC1)C=1C=C2C(=C(N(C2=CC1)C(=O)OC(C)(C)C)C1=CC(=NC(=C1)C)C)C(C)C)O